perfluoro-1,3-diiodopropane FC(C(C(I)(F)F)(F)F)(I)F